4-((4-methylbenzyl)amino)-6-nitro-2H-benzopyran-2-one CC1=CC=C(CNC2=CC(OC3=C2C=C(C=C3)[N+](=O)[O-])=O)C=C1